6-Chloro-2-(4-isopropyl-3-methoxyphenyl)benzoxazole ClC1=CC2=C(N=C(O2)C2=CC(=C(C=C2)C(C)C)OC)C=C1